ClC1=NN2C(C=N1)=C(C=C2)C2=CC=C1C(=N2)N(C(=N1)C)CC(F)F (2-Chloropyrrolo[2,1-f][1,2,4]triazin-5-yl)-3-(2,2-difluoroethyl)-2-methylimidazo[4,5-b]pyridine